S(=O)(=O)(ON1C2C=C(CN(C1=O)C2)N2N=NC=C2)[O-].[Na+] sodium [7-oxo-3-(triazol-1-yl)-1,6-diazabicyclo[3.2.1]oct-3-en-6-yl] sulfate